BrC=1C(=C(C=NC1)NCC=1C=C2N=CC=NC2=CC1F)N1CCNCC1 5-Bromo-N-((7-fluoroquinoxalin-6-yl)methyl)-4-(piperazin-1-yl)pyridin-3-amine